C1(CCCCC1)CCCC=1NC=CN1 3-cyclohexyl-propyl-imidazole